1-(4-((4-((4-([1,2,4]triazolo[1,5-a]pyridin-7-yloxy)-5-chloro-2-methoxyphenyl)amino)-7-methoxy-quinazolin-6-yl)oxy)piperidin-1-yl)prop-2-en-1-one N=1C=NN2C1C=C(C=C2)OC2=CC(=C(C=C2Cl)NC2=NC=NC1=CC(=C(C=C21)OC2CCN(CC2)C(C=C)=O)OC)OC